O=C1NC(CCC1N1C(C2=CC=C(C=C2C1)CNC(NC1=CC=C(OCC2=CC=C(C(=O)O)C=C2)C=C1)=O)=O)=O 4-((4-(3-((2-(2,6-dioxopiperidin-3-yl)-1-oxoisoindolin-5-yl)methyl)ureido)phenoxy)methyl)benzoic acid